C(C)C1=C(C=CC(=C1)CCCCCCC)C=1C(=C(NC1)C(=O)O)F 4-(2-Ethyl-4-heptyl-phenyl)-3-fluoro-1H-pyrrole-2-carboxylic acid